FC1(CC(C1)C(=O)N1CC2=CC=C(C=C2C1)C1=NC=C(C=N1)C(=O)O)F 2-(2-(3,3-difluorocyclobutane-1-carbonyl)isoindolin-5-yl)pyrimidin-5-carboxylic acid